(2R,3S)-2-fluoro-3-(4-fluorophenyl)-3-hydroxypropanamide F[C@@H](C(=O)N)[C@@H](O)C1=CC=C(C=C1)F